OC(C)(C)C1=CC=C(C=N1)C1=CN=C2C(=N1)N(C(CN2)=O)CCC2CCOCC2 7-(6-(2-hydroxypropan-2-yl)pyridin-3-yl)-1-(2-(tetrahydro-2H-pyran-4-yl)ethyl)-3,4-dihydropyrazino[2,3-b]pyrazin-2(1H)-one